BrC1=CC(=C(C=C1)[N+](=O)[O-])OC1CC1 4-Bromo-2-(cyclopropyloxy)-1-nitrobenzene